FC1=C(C#N)C=CC(=C1)C1=NC=2C(=NC=CC2N2CCN(CC2)C)N1C1=C(C=C(C=C1)N1CC(CC1)OC)F 2-Fluoro-4-(3-(2-fluoro-4-(3-methoxypyrrolidin-1-yl)phenyl)-7-(4-methylpiperazin-1-yl)-3H-imidazo[4,5-b]pyridin-2-yl)benzonitrile